l-2-[4-(2,6-dioxo-3-piperidyl)phenoxy]acetamide O=C1NC(CCC1C1=CC=C(OCC(=O)N)C=C1)=O